cysteamine thiolinidate S1[C-](C=CC1)C(=O)[O-].NCCS